8-((3R,4S)-4-((5-cyclopropylpyrimidin-2-yl)oxy)-3-methylpiperidin-1-yl)-5-methyl-6-oxo-5,6-dihydro-1,5-naphthyridine-2-carbonitrile C1(CC1)C=1C=NC(=NC1)O[C@@H]1[C@@H](CN(CC1)C1=CC(N(C=2C=CC(=NC12)C#N)C)=O)C